C(C1=CC=CC=C1)OC(=O)N1CCC2(CC1)CCC(CC2)=O 9-oxo-3-azaspiro[5.5]undecane-3-carboxylic acid benzyl ester